tert-butyl Acrylate C(C=C)(=O)OC(C)(C)C